(Z)-2-cyano-3-hydroxy-3-(5-methylisoxazol-4-yl)-N-[4-[(5-methyl-1,3,4-thiadiazol-2-yl)sulfamoyl]phenyl]prop-2-enamide C(#N)/C(/C(=O)NC1=CC=C(C=C1)S(NC=1SC(=NN1)C)(=O)=O)=C(\C=1C=NOC1C)/O